perfluoroamyl-iodolane FC1(I(C(C(C1(F)F)(F)F)(F)F)C(C(C(C(C(F)(F)F)(F)F)(F)F)(F)F)(F)F)F